FC1=CC(=CC2=C1NC(=N2)C2=CC(=NN2)NC(=O)C=2C=NC(=CC2)N2CCN(CC2)CCOC)OC N-[5-(7-fluoro-5-methoxy-1H-benzimidazol-2-yl)-1H-pyrazol-3-yl]-6-[4-(2-methoxyethyl)piperazin-1-yl]pyridine-3-carboxamide